5-bromo-2-(bromomethyl)-7-methyl-oxazolo[4,5-b]pyridine BrC1=CC(=C2C(=N1)N=C(O2)CBr)C